C1=CC(=CC=C1CC#N)[N+](=O)[O-] p-nitrobenzylcyanide